Tert-butyl (1R,5S)-3-(6-((E)-3-ethoxy-3-oxoprop-1-en-1-yl)-2-(methylthio)-5-nitropyrimidin-4-yl)-3,8-diazabicyclo[3.2.1]octane-8-carboxylate C(C)OC(/C=C/C1=C(C(=NC(=N1)SC)N1C[C@H]2CC[C@@H](C1)N2C(=O)OC(C)(C)C)[N+](=O)[O-])=O